O[C@H]1[C@@H](CCCC1)NC=1N=NC(=C(N1)C)C1=CC=C2C(C=CO2)=C1O 5-(3-(((1R,2R)-2-hydroxycyclohexyl)amino)-5-methyl-1,2,4-triazin-6-yl)benzofuran-4-ol